CC1(OC2=C(C1)C=C(C(=C2)N2CCOCC2)NC(=O)C2=NN(C=C2)C2=CC(=NC=C2)C(C)(C)O)C N-(2,2-dimethyl-6-morpholino-3H-benzofuran-5-yl)-1-[2-(1-hydroxy-1-methyl-ethyl)-4-pyridyl]pyrazole-3-carboxamide